D-5-[125I]iodouracil [125I]C=1C(NC(NC1)=O)=O